4-(4-chloro-1,3,5-triazine-2-yl)piperazine-1-carboxylic acid tert-butyl ester C(C)(C)(C)OC(=O)N1CCN(CC1)C1=NC=NC(=N1)Cl